C(C1=CC=CC=C1)(=O)OCC(COC(C1=CC=CC=C1)=O)(CC)CC 2,2-diethyl-1,3-propanediol dibenzoate